Benzyl methyl (5-((4-(naphthalen-2-yl)butoxy)(propoxy)phosphoryl)pentyl)phosphonate C1=C(C=CC2=CC=CC=C12)CCCCOP(=O)(OCCC)CCCCCP(OCC1=CC=CC=C1)(OC)=O